FC(C1=C(C=NN1C)NC1=NC=CC(=N1)C1=CC=CC(=N1)C1=NOC(=C1)[C@]1(C(N(CC1)C)=O)O)F (R)-3-(3-(6-(2-((5-(Difluoromethyl)-1-methyl-1H-pyrazol-4-yl)amino)pyrimidin-4-yl)pyridin-2-yl)isoxazol-5-yl)-3-hydroxy-1-methylpyrrolidin-2-one